N=1N=CN(C1)CC(=O)O[C@H]1[C@H](NC[C@@H]1O)CC1=CC=C(C=C1)OC (2R,3S,4S)-4-hydroxy-2-[(4-methoxyphenyl) methyl]pyrrolidin-3-yl 2-(1,2,4-triazol-4-yl)acetate